4-(tert-butoxycarbonylamino)tetrahydropyran-4-carboxylate C(C)(C)(C)OC(=O)NC1(CCOCC1)C(=O)[O-]